ClC1=C(C=NC=C1C(=O)NC=1C=CC(=NC1)C=1N=NN(C1NC(O[C@H](C)C=1C(=NC=C(C1)F)F)=O)C)F (R)-1-(2,5-difluoropyridin-3-yl)ethyl (4-(5-(4-chloro-5-fluoronicotinamido)pyridin-2-yl)-1-methyl-1H-1,2,3-triazol-5-yl)carbamate